(S)-2-amino-butanedioic acid 1-benzyl ester 4-tert-butyl ester C(C)(C)(C)OC(C[C@@H](C(=O)OCC1=CC=CC=C1)N)=O